FC(C=1C(NC(N([C@H]2C[C@H](O)[C@@H](CO[Si](C)(C)C(C)(C)C)O2)C1)=O)=O)(F)F 5-trifluoromethyl-5'-O-tert-butyldimethylsilyl-2'-deoxyuridine